CC1(C2C(N(C(C12)=O)CC1=CC2=NC=CC(=C2S1)C1=C(C(=NC(=C1)C(F)(F)F)C)CN1CCNCC1)=O)C 6,6-dimethyl-3-((7-(2-methyl-3-(piperazin-1-ylmethyl)-6-(trifluoromethyl)pyridin-4-yl)thieno[3,2-b]pyridin-2-yl)methyl)-3-azabicyclo[3.1.0]hexane-2,4-dione